O=C1NC(CCC1N1C(C2=CC=CC(=C2C1=O)NCCCC(=O)N1CCN(CC1)C1=CC=C(C(=O)N2CCC(CC2)CCCCNC(\C=C\C=2C=NC=CC2)=O)C=C1)=O)=O (E)-N-(4-(1-(4-(4-(4-((2-(2,6-dioxopiperidin-3-yl)-1,3-dioxoisoindolin-4-yl)amino)butanoyl)piperazin-1-yl)benzoyl)piperidin-4-yl)butyl)-3-(pyridin-3-yl)acrylamide